C([C@@H]1[C@H]([C@@H]([C@H]([C@@H](O1)O[C@@H]2[C@H](O[C@H]([C@@H]([C@H]2O)O)O)CO)O)O)O)O D-CELLOBIOSE